(8-(3-fluoro-4-(morpholine-4-carbonyl)phenyl)-2-(((1R,4R)-4-methoxycyclohexyl)amino)pyrido[4,3-d]pyrimidin-5-yl)benzamide FC=1C=C(C=CC1C(=O)N1CCOCC1)C1=CN=C(C2=C1N=C(N=C2)NC2CCC(CC2)OC)C2=C(C(=O)N)C=CC=C2